FC1=C(C(=CC=C1)F)C(C(=O)OCC)(F)F ethyl 2-(2,6-difluorophenyl)-2,2-difluoroacetate